NC1CCCCCCCCCCC(=O)N1 12-aminododecanolactam